C(#N)CCC#CC1=CC(=C(N1C1=CC=C(C#N)C=C1)C)C(CN1C2[C@@H](CC1CC2)O)=O (+-)-4-(5-(4-Cyanobut-1-yn-1-yl)-3-(2-((2R)-2-hydroxy-7-azabicyclo[2.2.1]heptan-7-yl)acetyl)-2-methyl-1H-pyrrol-1-yl)benzonitrile